FC=1C=C(C=C(C1)N1N=C(C(=C1)C=1C=C2CCNC(C2=CC1)=O)[N+](=O)[O-])NC(C=C)=O N-(3-fluoro-5-(3-nitro-4-(1-oxo-1,2,3,4-tetrahydroisoquinolin-6-yl)-1H-pyrazol-1-yl)phenyl)acrylamide